(2R,3S)-4-[(2Z)-2-[(4-bromo-1H-1,3-benzodiazol-5-yl)imino]imidazolidin-1-yl]-3-ethyl-2-[(3-methylimidazol-4-yl)methyl]-4-oxobutyl (9Z)-octadec-9-enoate C(CCCCCCC\C=C/CCCCCCCC)(=O)OC[C@@H]([C@@H](C(=O)N1\C(\NCC1)=N/C1=C(C2=C(NC=N2)C=C1)Br)CC)CC=1N(C=NC1)C